FC1(COCCC1N1C(=NC=2C=NC=3C=CC(=CC3C21)C#N)[C@@H]2C[C@H](C2)OC)F 1-(3,3-difluorotetrahydro-2H-pyran-4-yl)-2-(trans-3-methoxycyclobutyl)-1H-imidazo[4,5-c]quinoline-8-carbonitrile